NC1=NN(C(=N1)N1C(C(NC2=C(C1)C=CC=C2)=O)C(C)CC)C 4-(3-amino-1-methyl-1H-1,2,4-triazol-5-yl)-3-(sec-butyl)-1,3,4,5-tetrahydro-2H-benzo[1,4]diazepin-2-one